COC(=O)C1C2C=CC(C1C(=O)OC)C2 endo-5,6-dimethoxycarbonyl-2-norbornene